[V+5].CC1=C(C(=CC(=C1)C)C)N1CN(C(C1)=[NH2+])C1=C(C=C(C=C1C)C)C 1,3-bis(2',4',6'-trimethylphenyl)-imidazoliniminium vanadium